ClC=1C=CC2=C(N=C(O2)C2CC3(CC(C3)NC(=O)C=3OC(=CC3)S(=O)(=N)CC3CC3)C2)C1 N-[6-(5-Chloro-1,3-benzoxazol-2-yl)spiro[3.3]heptan-2-yl]-5-(cyclopropylmethylsulfonimidoyl)furan-2-carboxamide